CC1C(OCCCCCCCCC(NCN1)=O)=O methyl-1-oxa-4,6-diazacyclopentadecane-2,7-dione